NC1CCN(CC1)C=1C(=NC(=NC1)S(=O)(=O)C)NC1=CC(=C(C=C1)F)Br (4-Aminopiperidin-1-yl)-N-(3-bromo-4-fluorophenyl)-2-(methylsulfonyl)pyrimidin-4-amine